C(C(C)(C)C)(=O)OC=1C=CC2=C(SCCC(=C2C2=CC=C(C=C2)O[C@@H]2CNCC2)C2=C(C=C(C=C2)Cl)Cl)C1 (S)-4-(2,4-dichlorophenyl)-5-(4-(pyrrolidin-3-yloxy)phenyl)-2,3-dihydrobenzo[b]thiepin-8-yl pivalate